NC=1C(=C(C(=O)OC(=O)C2(CC2)C2=C(C=C(C=C2)C(F)(F)F)F)C=CC1)C=1C=NN(C1)CC1(CC1)C ({1-[2-fluoro-4-(trifluoromethyl) phenyl]cyclopropyl}carbonyl) amino-2-{1-[(1-methylcyclopropyl)methyl]-1H-pyrazol-4-yl}benzoate